FC(C1=CC2=C(SC(=C2)C(N[C@H]2CCCC[C@@H]3N(C2=O)[C@@H](CC3)C(=O)N3C2(CC2)CCC3)=O)C=C1)(F)P(O)(O)=O (difluoro(2-(((3S,6S,10aS)-5-oxo-3-(4-azaspiro[2.4]heptane-4-carbonyl)decahydropyrrolo[1,2-a]azocin-6-yl)carbamoyl)benzo[b]thiophen-5-yl)methyl)phosphonic acid